4,4''-bis(3,6-diphenyl-9H-carbazol-9-yl)-5'-(6-phenylpyridin-2-yl)-[1,1':3',1''-terphenyl]-2'-carbonitrile C1(=CC=CC=C1)C=1C=CC=2N(C3=CC=C(C=C3C2C1)C1=CC=CC=C1)C1=CC=C(C=C1)C1=C(C(=CC(=C1)C1=NC(=CC=C1)C1=CC=CC=C1)C1=CC=C(C=C1)N1C2=CC=C(C=C2C=2C=C(C=CC12)C1=CC=CC=C1)C1=CC=CC=C1)C#N